(6Z,9Z,12Z)-octadeca-6,9,12-trien CCCCC\C=C/C\C=C/C\C=C/CCCCC